Cl.NCCCN1C(=C(C2=CC=C(C(=C12)C=1C(=NN(C1C)C)CCl)Cl)CCCOC1=CC=CC2=CC=CC=C12)C(=O)OCC Ethyl 1-(3-aminopropyl)-6-chloro-7-[3-(chloromethyl)-1,5-dimethyl-1H-pyrazol-4-yl]-3-[3-(naphthalen-1-yloxy)propyl]-1H-indole-2-carboxylate-hydrochloric acid salt